ClC=1C=C(C=C(C1)Cl)C(=O)[C@@H]1[C@H](C1)C(=O)OC Methyl (1S,2S)-2-[(3,5-dichlorophenyl)carbonyl]cyclopropane-1-carboxylate